8-chloro-[1,2,4]triazolo[4,3-a]1,6-naphthyridin-4-ylboronic acid ClC1=NC=C2C=C(C=3N(C2=C1)C=NN3)B(O)O